4-hydroxybenzaldehyde-disulphide OC12C(C3C(C=O)(C=C1)S3)S2